[Cs].[In].[Se] selenium indium cesium